β-Propylene Maleate C1(\C=C/C(=O)OC(CO1)C)=O